COC([C@H](CCCNC(=N)NS(=O)(=O)C1=C(C=C(C=C1C)OC)C)NC(=O)[C@H]1N(CCC1)C(=O)OC(C)(C)C)=O Tert-butyl (2S)-2-{[(2S)-1-methoxy-5-[N'-(4-methoxy-2,6-dimethyl-benzenesulfonyl)carbamimidamido]-1-oxopentan-2-yl]carbamoyl}pyrrolidine-1-carboxylate